CN1CCC(CC1)COC=1C=NC(=NC1)C1=CC(=CC=C1)C 5-{[(1-Methylhexahydropyridin-4-yl)methyl]oxy}-2-(3-methylphenyl)pyrimidine